tert-Butyl ((2,4-dioxo-3-((4,5,6,7-tetrahydrobenzo[d]thiazol-2-yl)methyl)-1,2,3,4-tetrahydrothieno[2,3-d]pyrimidin-6-yl)sulfonyl)(1-methylcyclopropyl)carbamate O=C1N(C(C2=C(N1)SC(=C2)S(=O)(=O)N(C(OC(C)(C)C)=O)C2(CC2)C)=O)CC=2SC1=C(N2)CCCC1